cis-N1-(5-(imidazo[1,2-b]pyridazin-6-yl)pyrrolo[2,1-f][1,2,4]triazin-2-yl)-N4-methylcyclohexane-1,4-diamine N=1C=CN2N=C(C=CC21)C=2C=CN1N=C(N=CC12)N[C@@H]1CC[C@@H](CC1)NC